4-(difluoromethoxy)-2-fluoro-5-methylaniline FC(OC1=CC(=C(N)C=C1C)F)F